O(C1=CC=CC=C1)C1=CC=C(C=C1)C1=CNC2=C(C=CC(=C12)N1C[C@H](CC1)NC(C=C)=O)C(=O)N (S)-3-(4-phenoxyphenyl)-4-(3-acrylamidopyrrolidin-1-yl)indole-7-carboxamide